(S)-2-((2-((S)-2-(Cyanomethyl)-5-oxopyrrolidin-1-yl)-5,6-dihydrobenzo[f]imidazo[1,2-d][1,4]oxazepin-9-yl)amino)propanamide C(#N)C[C@H]1N(C(CC1)=O)C=1N=C2N(CCOC3=C2C=CC(=C3)N[C@H](C(=O)N)C)C1